NC1=CC(=C(C=C1)C1=NSC2=NC=NC(=C21)N)F 3-(4-amino-2-fluoro-phenyl)-isothiazolo[5,4-d]pyrimidin-4-ylamine